[IH2+].C=C1CN(CCC1)C 3-methylene-N-methylpiperidine iodonium salt